di(silyloxy)anthrone [SiH3]OC1(C=2C=CC=CC2C(C2=CC=CC=C12)=O)O[SiH3]